9-ethyl-2-(3-(1-methyl-1H-pyrazol-3-yl)phenyl)-6-morpholino-9H-purine-8-carboxylic acid C(C)N1C2=NC(=NC(=C2N=C1C(=O)O)N1CCOCC1)C1=CC(=CC=C1)C1=NN(C=C1)C